BrC1=C(C=C(C#N)C=C1)Cl 4-bromo-3-chlorobenzonitrile